CC1=C(C=CC(=C1)N(CCCCCC)CCCCCC)C1(OC(=O)C2=NC=CN=C12)C1=C(N(C2=CC=CC=C12)CCCCCCCC)C 3-(2-methyl-4-di-n-hexylaminophenyl)-3-(1-n-octyl-2-methylindole-3-yl)-4,7-diazaphthalide